4-amino-5-[(3,3-difluoroazetidin-1-yl)methyl]pyrrolo[2,1-f][1,2,4]triazin-7-yl-N-[(3R,4S)-4-fluoro-1-(2-methylpropanoyl)pyrrolidin-3-yl]benzamide NC1=NC=NN2C1=C(C=C2C2=C(C(=O)N[C@@H]1CN(C[C@@H]1F)C(C(C)C)=O)C=CC=C2)CN2CC(C2)(F)F